7-[(4-methoxyphenyl)methyl]-tetrahydro-2H-pyrazino[1,2-c]pyrimidine-1,6,8-trione COC1=CC=C(C=C1)CN1C(N2C(CC1=O)C(NCC2)=O)=O